(3S,4R,5R)-1-(((1r,4R)-4-(1,1-difluoroethyl)cyclohexyl)methyl)piperidine-3,4,5-triol FC(C)(F)C1CCC(CC1)CN1C[C@@H](C([C@@H](C1)O)O)O